4-(1-((4-(tert-butyl)phenyl)sulfonyl)piperidin-4-yl)-7-chloro-1-methyl-1,4-dihydropyrido[2,3-b]Pyrazine-2,3-dione C(C)(C)(C)C1=CC=C(C=C1)S(=O)(=O)N1CCC(CC1)N1C2=C(N(C(C1=O)=O)C)C=C(C=N2)Cl